COC1=NC=C2CCC=NC2=C1 7-methoxy-3,4-dihydro-1,6-naphthyridin